BrC=1C=C(C=CC1)NC=C1C(OC(OC1=O)(C)C)=O 5-(((3-bromophenyl)amino)methylene)-2,2-dimethyl-1,3-dioxane-4,6-dione